C1(CCCCC1)N1N=C(C(=C1NC(=O)N[C@@H]1CN(C[C@H]1C1=CC(=C(C=C1)F)F)CCOC)C)C 1-(1-cyclohexyl-3,4-dimethyl-1H-pyrazol-5-yl)-3-((3S,4R)-4-(3,4-difluorophenyl)-1-(2-methoxyethyl)pyrrolidin-3-yl)urea